2-chloro-3,3,3-trifluoroprop-1-ene ClC(=C)C(F)(F)F